C(CCCC)OC1=C2N=CN(C2=NC=N1)CCC(=O)NO 3-(6-pentoxy-9H-purin-9-yl)-N-hydroxypropionamide